ClC=1C=C(C=C2C(=C(C=NC12)C(C)(C)O)C)C1=NC(=NC=C1Cl)Cl 2-(8-chloro-6-(2,5-dichloropyrimidin-4-yl)-4-methylquinolin-3-yl)propan-2-ol